C(CC1=CC=CC=C1)OC1=CC(=NC2=CC=CC=C12)C(=O)OC Methyl 4-phenethoxyquinoline-2-carboxylate